CCCCCCCCC=CCCCCCCCCCCC 9-Heneicosene